C(CCC)C1=C(C=CC=C1)C1=CC=CC=C1 butyl-biphenyl